NCC1=NNC(C2=CC=C(C=C12)C=1C=C(C=NC1)OC1=C(C=CC=C1)CC#N)=O 2-(2-((5-(4-(aminomethyl)-1-oxo-1,2-dihydrophthalazin-6-yl)pyridin-3-yl)oxy)phenyl)acetonitrile